C(=O)(C=C)OCCC[Si](OCCCC)(OCCCC)OCCCC 3-acryl-oxypropyltris(butoxy)silane